C(N)(=O)C1=CC(=NC2=C1N=CN=C2N[C@@H]2CN(C[C@H](C2)F)C(=O)OC(C)(C)C)Cl tert-butyl (3S,5S)-3-((8-carbamoyl-6-chloropyrido[3,2-d]pyrimidin-4-yl) amino)-5-fluoropiperidine-1-carboxylate